C1(CC1)C=1C=C(C(=O)/N=C\2/N(CCCN2)C)C=CC1NC1=CC(=CC=C1)C(NC(C)C)=O 3-cyclopropyl-N-[(2E)-1-methyl-1,3-diazinan-2-ylidene]-4-({3-[(propan-2-yl)carbamoyl]phenyl}amino)benzamide